N5-(1,3-dimethoxypropan-2-yl)-L-glutamine COCC(COC)NC(CC[C@H](N)C(=O)O)=O